O1C=2C(OCC1COCCC(S(=O)(=O)[O-])CC)=CSC2.[Na+].N2(CCNCC2)CCC[Si](OC)(OC)OC gamma-piperazinyl-propyl-trimethoxysilane sodium 3-[(2,3-dihydrothieno[3,4-b]-[1,4]dioxin-2-yl)methoxy]-1-ethyl-1-propanesulfonate